OC1=C(C=CC=C1)C=1C=C2N3CCN(C[C@@H]3CNC2=NN1)CC(=O)N1CCN(CC1)C1CC2(C1)CC(C2)C(=O)OC methyl 2-[4-[2-[(10S)-4-(2-hydroxyphenyl)-1,5,6,8,12-pentazatricyclo[8.4.0.02,7]tetradeca-2,4,6-trien-12-yl]acetyl]piperazin-1-yl]spiro[3.3]heptane-6-carboxylate